C(C)C1(C(C=C(C=C1)CC)C(=O)[O-])C(=O)[O-] 2,5-diethylbenzene-dicarboxylate